C(C)(C)(C)C=1C=C(CN2C(=O)N(C(=O)N(C2=O)CC2=CC(=C(C(=C2)C(C)(C)C)O)C(C)(C)C)CC2=CC(=C(C(=C2)C(C)(C)C)O)C(C)(C)C)C=C(C1O)C(C)(C)C 1,3,5-tri(3,5-di-tert-butyl-4-hydroxybenzyl)isocyanuric acid